CN1CC(C1)(C)[C@@](O)(C=1C=NC=C(C1)N1[C@@H]2CO[C@H](C1)C2)C2=CC=C(C=C2)CC (R)-(1,3-Dimethyl-azetidin-3-yl)-(4-ethyl-phenyl)-[(1S,4S)-5-(2-oxa-5-aza-bicyclo[2.2.1]hept-5-yl)-pyridin-3-yl]-methanol